C1(CC1)OCC1=CC(=C2CN(C(C2=C1)=O)C1=NC(=CC(=C1)C1=C(C=C(C#N)C=C1)C1=NN=CN1C)NCC)C(F)(F)F 4-{2-[6-(Cyclopropoxymethyl)-1-oxo-4-(trifluoromethyl)-3H-isoindol-2-yl]-6-(ethylamino)pyridin-4-yl}-3-(4-methyl-1,2,4-triazol-3-yl)benzonitrile